C(#C)C1CCN(CC1)C(C)=O (4-ethynyl-piperidin-1-yl)-ethanone